5,6-dimethyl-2-thiouracil CC=1C(NC(NC1C)=S)=O